C(C)N(CCNC(=O)C1=NN=C(N1)C1=C(C=C(C(=C1)CC)O)O)CC N-(2-(diethylamino)ethyl)-5-(5-ethyl-2,4-dihydroxyphenyl)-4H-1,2,4-triazole-3-carboxamide